(S)-4-benzyl-oxazolidin-2-one-5,5-d2 C(C1=CC=CC=C1)[C@@H]1NC(OC1([2H])[2H])=O